CC1OC(CN(C1)C1=CC(=C(C=C1)C1(C(CCCC1)N)N)F)C 1-(4-(2,6-dimethylmorpholino)-2-fluorophenyl)cyclohexane-1,2-diamine